COC1=CC=C(C=C1)C=1C2=C(OCC1)C=CC1=CC(=C(C=C12)C(=O)OCCC)O 4-methoxyphenyl-8-hydroxy-9-carbopropoxy-3H-naphtho[2,1-b]pyran